ClC=1C(=CC(=C(C1)C1=C(C(=O)NC=2SC(=NN2)OC)C=CC(=N1)C)OC)S(=O)C (5-chloro-2-methoxy-4-(methylsulfinyl)phenyl)-N-(5-methoxy-1,3,4-thiadiazol-2-yl)-6-methylnicotinamide